[N+](=O)(OCC(CO[N+](=O)[O-])(O)C1CCN(CC1)S(=O)(=O)C1=CC(=C(C=C1)OCCC)C=1NC(C2=C(N1)C(=CN2CC)CCC)=O)[O-] 2-(1-((3-(5-ethyl-4-oxo-7-propyl-4,5-dihydro-3H-pyrrolo[3,2-d]pyrimidin-2-yl)-4-propoxyphenyl)sulfonyl)piperidin-4-yl)-2-hydroxypropane-1,3-diyl dinitrate